ClC1=CC=C(C=C1)C=1C=C(C(N(N1)C1=CC(=CC=C1)F)=O)C(=O)NC(CO)C1CC1 (-)-6-(4-chlorophenyl)-N-(1-cyclopropyl-2-hydroxyethyl)-2-(3-fluorophenyl)-3-oxo-2,3-dihydropyridazine-4-carboxamide